6-[4-[(R or S)-(4-Fluorophenyl)-phenylmethyl]piperidine-1-carbonyl]-4H-1,4-benzoxazin-3-one FC1=CC=C(C=C1)[C@H](C1CCN(CC1)C(=O)C=1C=CC2=C(NC(CO2)=O)C1)C1=CC=CC=C1 |o1:7|